CN1C=CC2=CC=CC=C12 L-1-methylindole